(methylsulfonyl)-eth-2-ylamine CS(=O)(=O)NCC